tert-Butyl-dimethyl-[[rac-rel-(3R,5R)-1-methyl-5-[5-(1-piperidylmethyl)-5,6-dihydro-1,4,2-dioxazin-3-yl]-3-piperidyl]oxy]silane C(C)(C)(C)[Si](O[C@H]1CN(C[C@@H](C1)C1=NOC[C@H](O1)CN1CCCCC1)C)(C)C |o1:6,10,&1:16|